OC=1C(=CC(=C2C[C@H](OC(C12)=O)C)C)C=1C=NC=NC1 (R)-8-hydroxyl-3,5-dimethyl-7-(pyrimidin-5-yl)isochroman-1-one